ClC1=CC=C(C(=N1)C=1C=C(C2=C(C=NOB2O)C1)F)NC(C)C=1C=C(C=C2C(C(=C(OC12)N1CCCCC1)C)=O)C 8-[1-[[6-chloro-2-(8-fluoro-1-hydroxy-2,3,1-benzoxazaborinin-6-yl)-3-pyridyl]amino]ethyl]-3,6-dimethyl-2-(1-piperidyl)chromen-4-one